bis-dimethylaminobenzophenone CN(C)C=1C(=C(C(=O)C2=CC=CC=C2)C=CC1)N(C)C